N-[4-(dimethylamino)butyl]acrylamide (S)-quinuclidin-3-yl-(6-bromo-2,2-dimethylchroman-4-yl)carbamate N12CC(C(CC1)CC2)N(C(O)=O)[C@H]2CC(OC1=CC=C(C=C21)Br)(C)C.CN(CCCCNC(C=C)=O)C